3-amino-N-(2,6-difluorobenzyl)-6-(1-methyl-6-oxo-1,6-dihydropyridin-3-yl)-5-(5-methylfuran-2-yl)pyrazine-2-carboxamide NC=1C(=NC(=C(N1)C=1OC(=CC1)C)C1=CN(C(C=C1)=O)C)C(=O)NCC1=C(C=CC=C1F)F